bis[(3-ethyloxetan-3-yl)methoxymethyl]-tricyclo[5.2.1.02,6]decane C(C)C1(COC1)COCC12C3(CCC(C2CCC1)C3)COCC3(COC3)CC